ClC1=NC(=CC(=N1)N(CCOCCO)C)C 2-(2-((2-chloro-6-methylpyrimidin-4-yl)(methyl)amino)ethoxy)ethan-1-ol